N-((S)-8-chloro-5-methyl-4-oxo-2,3,4,5-tetrahydropyrido[3,2-b][1,4]oxazepin-3-yl)-4-(1,4-dioxan-2-yl)-5-methylpyrimidine-2-carboxamide ClC1=CC=2OC[C@@H](C(N(C2N=C1)C)=O)NC(=O)C1=NC=C(C(=N1)C1OCCOC1)C